NC(C(=O)O)(CCCCB(O)O)CCN(C)CC(=O)O 2-amino-6-borono-2-(2-((carboxymethyl)(methyl)amino)ethyl)hexanoic acid